1-(6-(1,1-difluoroethyl)pyridin-2-yl)-N-((1R,2R,4S)-7-(4-methoxybenzyl)-7-azabicyclo[2.2.1]heptan-2-yl)-4,5,6,7-tetrahydro-1H-indazole-5-carboxamide FC(C)(F)C1=CC=CC(=N1)N1N=CC=2CC(CCC12)C(=O)N[C@H]1[C@H]2CC[C@@H](C1)N2CC2=CC=C(C=C2)OC